7-chloro-6-((3-methoxy-3-oxopropyl)thio)-1H-indole-1-carboxylic acid tert-butyl ester C(C)(C)(C)OC(=O)N1C=CC2=CC=C(C(=C12)Cl)SCCC(=O)OC